1-cyclopentyl-4-((2-(2-ethyl-1H-benzimidazol-1-yl)-9-methyl-6-morpholinyl-9H-purin-8-yl)methyl)piperazin-2-one C1(CCCC1)N1C(CN(CC1)CC=1N(C2=NC(=NC(=C2N1)N1CCOCC1)N1C(=NC2=C1C=CC=C2)CC)C)=O